4-morpholino-N-[(E)-m-tolylmethyleneamino]-6-(4-pyridyl)pyrrolo[2,1-f][1,2,4]triazin-2-amine O1CCN(CC1)C1=NC(=NN2C1=CC(=C2)C2=CC=NC=C2)N/N=C/C=2C=C(C=CC2)C